5-bromo-2,2'-bithiophene-5'-carbaldehyde BrC1=CC=C(S1)C=1SC(=CC1)C=O